CN1N=NC(=C1C1=C2C(=NC(=C1)N1[C@@H](COCC1)C)C(=NS2)C2=CC(=NN2)C)C (R)-4-(7-(1,4-dimethyl-1H-1,2,3-triazol-5-yl)-3-(3-methyl-1H-pyrazol-5-yl)isothiazolo[4,5-b]pyridin-5-yl)-3-methylmorpholine